C(C)N1C(SC2=C1C=CC(=C2)C2=CC=C(C(=O)O)C=C2)=O 4-(3-ethyl-2-benzothiazolinon-6-yl)benzoic acid